CC1(OCC(O1)C)C 2,2,4-Trimethyl-1,3-dioxolan